6-phenyl-6H-indole C1(=CC=CC=C1)C1C=CC2=CC=NC2=C1